O1C=CC2=C1C=CC=C2N2N=C(C(C2=O)C(=O)NC2=CC(=CC=C2)C(CC)(F)F)C 1-(benzofuran-4-yl)-N-(3-(1,1-difluoropropyl)phenyl)-3-methyl-5-oxo-4,5-dihydro-1H-pyrazole-4-carboxamide